N[C@](C(=O)[O-])(CC(C)(C)C)C1=CC(=C(C=C1)C1=NN(N=C1Br)C([2H])([2H])[2H])F (R)-2-amino-2-(4-(5-bromo-2-(methyl-d3)-2H-1,2,3-triazol-4-yl)-3-fluorophenyl)-4,4-dimethylpentanoate